ClC1=CC(=C(N=N1)C(=O)NC)NC1=C(C(=CC=C1)C1=NN(C=N1)C)OC 6-chloro-4-((2-methoxy-3-(1-methyl-1H-1,2,4-triazol-3-yl)phenyl)amino)-N-methylpyridazine-3-carboxamide